CC(CC(C)=O)(C)S 4-methyl-4-sulfanylpentan-2-one